N1=C(C(CC=C1)=O)C1=NC=CC=C1 2,2'-bipyridinone